C(#C)C=1OC(N=C2C1C=CC=C2)=O 4-ethynyl-3,1-benzoxazin-2-one